3,4-dihydro-4-oxo-N-[(1S)-1-phenylethyl]-2-quinazolinepropionamide O=C1NC(=NC2=CC=CC=C12)CCC(=O)N[C@@H](C)C1=CC=CC=C1